1-[4-(triisopropoxysilyl)phenyl]-1-(4'-dimethylsilylphenyl)ethylene C(C)(C)O[Si](C1=CC=C(C=C1)C(=C)C1=CC=C(C=C1)[SiH](C)C)(OC(C)C)OC(C)C